(2S)-1-{2-[(2-ethoxy-1,3-thiazol-5-yl)sulfonyl]-2H,4H,5H,6H-pyrrolo[3,4-c]pyrazol-5-yl}-3-hydroxy-2-phenylpropan-1-one C(C)OC=1SC(=CN1)S(=O)(=O)N1N=C2C(=C1)CN(C2)C([C@H](CO)C2=CC=CC=C2)=O